S(=O)=NCC(C1=CC=CC=C1)(C1=CC=CC=C1)C1=CC=CC=C1 N-sulfinyl-trityl-methylamine